ClC1=C(C=CC(=C1)F)[C@H]([C@@H](C)C=1N(C(C(=C(N1)C(=O)NC=1C=NOC1)O)=O)C)C=1C=NN(C1)C 2-((1r,2r)-1-(2-chloro-4-fluorophenyl)-1-(1-methyl-1H-pyrazol-4-yl)propan-2-yl)-5-hydroxy-N-(isoxazol-4-yl)-1-methyl-6-oxo-1,6-dihydropyrimidine-4-carboxamide